C(C)C1=NC=CC=C1NC=1N=CC2=C(N1)CN(C2)C(=O)OC(C)(C)C Tert-Butyl 2-[(2-ethylpyridin-3-yl)amino]-5H,6H,7H-pyrrolo[3,4-d]pyrimidine-6-carboxylate